C(#N)C1=C(C=C(OCN2CC(C2)CO)C=C1)F ((4-cyano-3-fluorophenoxy)methyl)-3-(hydroxymethyl)azetidine